5,7-difluoro-3,4-dihydro-2H-1-benzopyran FC1=CC(=CC2=C1CCCO2)F